CC(C(=O)NC=1C=C2C=C(N(C2=CC1)C1=CC=C(C=C1)C(F)(F)F)C)=C methyl-N-(2-methyl-1-(4-(trifluoromethyl)phenyl)-1H-indol-5-yl)acrylamide